N'-aminooxalyl-diamine NNC(C(=O)N)=O